3-methoxy-5-(2-methyl-1-oxo-4-isoquinolyl)pyridine-2-carbaldehyde COC=1C(=NC=C(C1)C1=CN(C(C2=CC=CC=C12)=O)C)C=O